CC(N)[C@H]1OC[C@H](C2=CC=CC=C12)C methyl-1-((1S,4S)-4-methylisochroman-1-yl)methanamine